N,N-dimethyl-N-hydroxyethyl-N-benzyl-ammonium chloride [Cl-].C[N+](CC1=CC=CC=C1)(CCO)C